C(C)(C)(C)OC(=O)NC1CC(C1)OC1CCN(CC1)C(=O)OCC1=CC=CC=C1 Benzyl 4-[3-(tert-butoxycarbonylamino)cyclobutoxy]piperidine-1-carboxylate